acryloyloxyethyl-fluorene C(C=C)(=O)OCCC1=CC=CC=2C3=CC=CC=C3CC12